1-(6-((tert-Butoxycarbonyl)amino)-2,3-difluorophenyl)-1H-indole-2-carboxylic acid benzyl ester C(C1=CC=CC=C1)OC(=O)C=1N(C2=CC=CC=C2C1)C1=C(C(=CC=C1NC(=O)OC(C)(C)C)F)F